1,3-bis[5-(p-tert-butylbutylphenyl)-1,3,4-oxadiazol-2-yl]benzene C(C)(C)(C)C1=CC(=C(C=C1)C1=NN=C(O1)C1=CC(=CC=C1)C=1OC(=NN1)C1=C(C=C(C=C1)C(C)(C)C)CCCC)CCCC